tert-butyl (3-(((5R,8S)-10-((5-chloro-2-fluoro-4-(trifluoromethyl)phenyl)carbamoyl)-1-fluoro-6,7,8,9-tetrahydro-5H-5,8-epiminocyclohepta[c]pyridin-4-yl)oxy)propyl)(methyl)carbamate ClC=1C(=CC(=C(C1)NC(=O)N1[C@@H]2CC[C@H]1CC=1C(=NC=C(C12)OCCCN(C(OC(C)(C)C)=O)C)F)F)C(F)(F)F